tert-butyl 3-(5-bromo-2-chloropyrimidin-4-ylamino)pyrrolidine-1-carboxylate BrC=1C(=NC(=NC1)Cl)NC1CN(CC1)C(=O)OC(C)(C)C